Nε-trifluoroacetyllysine FC(C(=O)NCCCC[C@H](N)C(=O)O)(F)F